Tert-Butyl (E)-(Tert-Butoxycarbonyl)(2-Chloro-4-(3-(Dimethylamino)Acryloyl)Phenyl)-Carbamate C(C)(C)(C)OC(=O)N(C(OC(C)(C)C)=O)C1=C(C=C(C=C1)C(\C=C\N(C)C)=O)Cl